(8R,9aS)-8-(2,3-dichloro-6-methoxyphenyl)-3-(hydroxymethyl)-hexahydro-1H-pyrido[2,1-c][1,4]oxazin-4-one ClC1=C(C(=CC=C1Cl)OC)[C@H]1C[C@H]2COC(C(N2CC1)=O)CO